(E)-3-(3-(3-(3-cyano-5-fluoro-1H-indazol-6-yl)acrylamido)-5-fluoro-4-methylphenyl)propionic acid C(#N)C1=NNC2=CC(=C(C=C12)F)/C=C/C(=O)NC=1C=C(C=C(C1C)F)CCC(=O)O